3-bromo-1-(2,6-difluorophenyl)-4-{[4-fluoro-2-(hydroxymethyl)benzyl]oxy}-6-methylpyridin-2(1H)-one BrC=1C(N(C(=CC1OCC1=C(C=C(C=C1)F)CO)C)C1=C(C=CC=C1F)F)=O